C(C1=CC=CC=C1)OC1=CC=C(C=C1)N1C(N(CC1)CCOC)=O 1-(4-benzyloxyphenyl)-3-(2-methoxyethyl)imidazolidin-2-one